(2-(2-tert-butyl-5-methylphenoxy)-4-methylphenyl)-1-methyl-3-difluoromethyl-1H-pyrazole-4-carboxamide C(C)(C)(C)C1=C(OC2=C(C=CC(=C2)C)C2=C(C(=NN2C)C(F)F)C(=O)N)C=C(C=C1)C